COC(C1=C(C=C(C=C1)NC1(CCC1)C(=O)OC)F)=O 2-fluoro-4-((1-(methoxycarbonyl)cyclobutyl)Amino)benzoic acid methyl ester